1-(4-propylphenyl)-2-fluoro-phenylboronic acid C(CC)C1=CC=C(C=C1)C1(C(C=CC=C1)F)B(O)O